2-[(2,6-Dimethoxyphenyl)carbonyl]-5-(4-phenylpyrimidin-2-yl)octahydropyrrolo[3,4-c]pyrrole COC1=C(C(=CC=C1)OC)C(=O)N1CC2CN(CC2C1)C1=NC=CC(=N1)C1=CC=CC=C1